2(5H)furanon O1C(C=CC1)=O